1-((5-(5-(difluoromethyl)-1,3,4-oxadiazol-2-yl)pyridin-2-yl)methyl)-6-fluoro-5-(3-fluorophenyl)-3-methyl-1,3-dihydro-2H-benzo[d]imidazol-2-one FC(C1=NN=C(O1)C=1C=CC(=NC1)CN1C(N(C2=C1C=C(C(=C2)C2=CC(=CC=C2)F)F)C)=O)F